cis-2,4,6-trimethyl-2-tetracosenoic acid CC(C(=O)O)=CC(CC(CCCCCCCCCCCCCCCCCC)C)C